ClC=1C=NC=C(C1[C@@H](C)OC=1C=C2C(=NNC2=CC1)C=1C=C(C(=C(C#N)C1)OC1CCN(CC1)CC)OC)Cl (R)-5-(5-(1-(3,5-Dichloropyridin-4-yl)ethoxy)-1H-indazol-3-yl)-2-((1-ethyl-piperidin-4-yl)oxy)-3-methoxy-benzonitrile